(S)-2-amino-N-((3R,4R)-1-(imidazo[1,5-a]pyridine-8-carbonyl)-4-phenylpiperidin-3-yl)-3,3-dimethylbutanamide N[C@H](C(=O)N[C@H]1CN(CC[C@@H]1C1=CC=CC=C1)C(=O)C=1C=2N(C=CC1)C=NC2)C(C)(C)C